2-((1-tert-butyl-1H-pyrazol-4-yl)amino)-4-((4-methylpent-3-en-1-yl)amino)pyrimidin-5-carboxamide C(C)(C)(C)N1N=CC(=C1)NC1=NC=C(C(=N1)NCCC=C(C)C)C(=O)N